FC1=CC=C(C=C1)C(C(=O)O)O 2-(4-fluorophenyl)-2-hydroxyacetic acid